C(=C)CC(=O)O.C=C Ethylene vinyl-acetate